FC=1C=2N(C=CC1C=O)C(=CN2)I 8-fluoro-3-iodoimidazo[1,2-a]pyridine-7-carbaldehyde